tert-butyl (S)-3-((propylsulfonyl)methyl)pyrrolidine-1-carboxylate C(CC)S(=O)(=O)C[C@@H]1CN(CC1)C(=O)OC(C)(C)C